NC1=CC=CC(=N1)S(=O)(=O)NC(=O)C=1C(=NC(=CC1)C(C)(C)C)C1=CC=C(C=C1)C N-[(6-Amino-2-pyridyl)sulfonyl]-6-tert-butyl-2-(p-tolyl)pyridin-3-carboxamid